(S)-4-(4-(3-(4-(3-carbamoyl-2-(4-phenoxyphenyl)-4,5,6,7-tetrahydropyrazolo[1,5-a]pyrimidin-7-yl)piperidin-1-yl)-3-oxopropyl)phenyl)piperazine-1-carboxylic acid benzyl ester C(C1=CC=CC=C1)OC(=O)N1CCN(CC1)C1=CC=C(C=C1)CCC(=O)N1CCC(CC1)[C@@H]1CCNC=2N1N=C(C2C(N)=O)C2=CC=C(C=C2)OC2=CC=CC=C2